C(C)OC(=O)C1C[C@H]([C@@H](C1)F)F.F[C@@H]1CC(C[C@H]1F)C(=O)O |r| rac-(3R,4R)-3,4-difluorocyclopentane-1-carboxylic acid Ethyl-rac-(3R,4R)-3,4-difluorocyclopentane-1-carboxylate